C1(CC1)C(=O)N1CCC(C1)N1N=NC(=C1)C(F)(F)F (cyclopropanecarbonyl)-4-(4-(trifluoromethyl)-1H-1,2,3-triazol-1-yl)pyrrolidin